4H,5H,6H,7H-pyrazolo[1,5-a]pyrazine-5-carboxylate N1=CC=C2N1CCN(C2)C(=O)[O-]